(1S,3R,4R)-4-((5-chloro-4-(4-fluoro-1-isopropyl-2-methyl-1H-benzo[d]imidazol-6-yl)pyrimidin-2-yl)amino)cyclohexane-1,3-diol ClC=1C(=NC(=NC1)N[C@H]1[C@@H](C[C@H](CC1)O)O)C=1C=C(C2=C(N(C(=N2)C)C(C)C)C1)F